C([2H])([2H])([2H])N(C1=NC(=NC=C1)C#N)C1CCN(CC1)CC1=CC=C(C=C1)C=1N=C2N(CCOC3=C2C=CC=N3)C1C1=CC=CC=C1 4-((Methyl-d3)(1-(4-(3-phenyl-5,6-dihydroimidazo[1,2-d]pyrido[3,2-f][1,4]oxazepin-2-yl)benzyl)piperidin-4-yl)amino)pyrimidine-2-carbonitrile